C1(CC1)NC(C1=NC=C(C=C1)B1OC(C(O1)(C)C)(C)C)=O N-Cyclopropyl-5-(4,4,5,5-tetramethyl-1,3,2-dioxaborolan-2-yl)picolinamide